BrC=1N=C(SC1)N1[C@H]2CC(C[C@@H]1CC2)OCC=2C(=NOC2C2CC2)C2=C(C=CC=C2Cl)Cl 4-((((1R,3r,5S)-8-(4-bromothiazol-2-yl)-8-azabicyclo[3.2.1]octan-3-yl)oxy)methyl)-5-cyclopropyl-3-(2,6-dichlorophenyl)isoxazole